ethyl 5-amino-4-cyano-1H-pyrazole-3-carboxylate NC1=C(C(=NN1)C(=O)OCC)C#N